propiophenone-O-2-tetrahydrofuryl oxime O1C(CCC1)ON=C(CC)C1=CC=CC=C1